[C@H]12OC[C@H](N(C1)C1CCN(CC1)C1=C(C=C(C(=C1)OC)NC1=NC=NC(=C1)N1OCC[C@@H]1C1=CC(=CC=C1)C(F)(F)F)NC(C=C)=O)C2 N-(2-(4-((1R,4R)-2-oxa-5-azabicyclo[2.2.1]heptane-5-yl)piperidine-1-yl)-4-methoxy-5-((6-((R)-3-(3-(trifluoromethyl)phenyl)isoxazolidine-2-yl)pyrimidine-4-yl)amino)phenyl)acrylamide